CN(C1=CC=C(C=C1)C1=CC(=C(C=C1)[C@@H](N(C(=O)C1CCCCC1)C=1C=C(C=CC1)/C=C/C(=O)OC)[2H])F)C methyl (S,E)-3-(3-(N-((4'-(dimethylamino)-3-fluoro-[1,1'-biphenyl]-4-yl)methyl-d)cyclohexanecarboxamido)phenyl)acrylate